1-(4-methylbenzyl)pyrrolidin CC1=CC=C(CN2CCCC2)C=C1